N-(4-((5-methoxy-7-((tetrahydrofuran-3-yl)oxy)quinazolin-4-yl)amino)phenyl)acetamide COC1=C2C(=NC=NC2=CC(=C1)OC1COCC1)NC1=CC=C(C=C1)NC(C)=O